tert-butyl N-[2-[2-[2-[4-[2-(dimethylamino)tetralin-6-yl]-3-fluoro-thieno[2,3-d]pyridazin-7-yl]-5-fluoro-phenoxy]ethoxy]ethyl]carbamate CN(C1CC2=CC=C(C=C2CC1)C1=C2C(=C(N=N1)C1=C(OCCOCCNC(OC(C)(C)C)=O)C=C(C=C1)F)SC=C2F)C